cyclohexyl-methanesulfonamide 3-bromo-5-((3-(4-hydroxyphenyl)-1-methoxy-1-oxopropan-2-ylimino)methyl)phenyl-3-methylbenzoate BrC=1C=C(C=C(C1)C=NC(C(=O)OC)CC1=CC=C(C=C1)O)OC(C1=CC(=CC=C1)C)=O.C1(CCCCC1)CS(=O)(=O)N